FC1(CCN(CC1)C1=C(C=CC(=C1)[N+](=O)[O-])OC([2H])([2H])[2H])F 4,4-Difluoro-1-(2-(methoxy-d3)-5-nitrophenyl)piperidine